ClC1=C(CNC(=O)[C@H]2N(C(CC2)=O)C(=O)NCCCCCC)C=CC(=C1)Cl (S)-N2-(2,4-dichlorobenzyl)-N1-hexyl-5-oxopyrrolidine-1,2-dicarboxamide